6-(Trifluoroacetylamino)-hexyl-(2-cyanoethyl)-(N,N-diisopropyl)-phosphoramidite FC(C(=O)NCCCCCCOP([O-])(N(C(C)C)C(C)C)CCC#N)(F)F